S(C)(=O)(=O)O.NC1=NC=C(C=C1C1=NC=C(C=C1)C=1N(C=C(C(C1C(=O)N)=O)C1=CC=C(C=C1)C)CC1CCOCC1)C1=CC(=C(C=C1)OC)OC [2'-amino-5'-(3,4-dimethoxyphenyl)-2,3'-bipyridin-5-yl]-5-(4-methylphenyl)-4-oxo-1-(tetrahydro-2H-pyran-4-ylmethyl)-1,4-dihydropyridine-3-carboxamide mesylate